FC=1C(=CC(=NC1)C1=C(C=NN1C)C(=O)N1CCCCC1)OC1CN(C1)C=O (3-((5-fluoro-2-(1-methyl-4-(piperidine-1-carbonyl)-1H-pyrazol-5-yl)pyridin-4-yl)oxy)azetidin-1-yl)methanone